S1C(=NC2=C1C=CC=C2)NC2=C(C=C(N=N2)N(C=2SC(=C(N2)C(=O)OCC)\C=C(\COC2=CC=CC=C2)/C)C)C ethyl 2-({6-[(1,3-benzothiazol-2-yl) amino]-5-methylpyridazin-3-yl} (methyl) amino)-5-[(1E)-2-methyl-3-phenoxyprop-1-en-1-yl]-1,3-thiazole-4-carboxylate